BrC=1CN=C2C1N=C(N=C2C2=CC=NC=C2)N2CCOCC2 4-(7-bromo-4-(pyridin-4-yl)-6H-pyrrolo[3,2-d]pyrimidin-2-yl)morpholine